NC1=NN=C(S1)N1CCC(CC1)CCO 2-(1-(5-amino-1,3,4-thiadiazol-2-yl)piperidin-4-yl)-1-ethanol